ClC1=CC=C(S1)C(=O)NCC1=CN(C(O1)=O)C1=CC=C(C=C1)N1C(COCC1)=O 5-chloro-N-(((5S)-2-oxo-3-(4-(3-oxomorpholin-4-yl)phenyl)-1,3-oxazoline-5-yl)methyl)thiophene-2-formamide